2-chloro-3-((trimethylsilyl)ethynyl)benzaldehyde ClC1=C(C=O)C=CC=C1C#C[Si](C)(C)C